7-chloro-8-(2-triisopropylsilylethynyl)naphthalene ClC1=CC=C2C=CC=CC2=C1C#C[Si](C(C)C)(C(C)C)C(C)C